CCCC[C@@]1(C(C=C(CC1)C)C=1C(=CC=CC1O)O)C(=C)C 2'(R)-4-butyl-5'-methyl-2'-(prop-1-en-2-yl)-1',2',3',4'-tetrahydro-[1,1'-biphenyl]-2,6-diol